O=C1NC(CCC1N1C(C2=CC=C(C=C2C1=O)CN1CCN(CC1)C1=CC(=C(C=C1)NC1=NC=C(C(=C1)NC1=C(C(=O)NC)C=CC=C1)C(F)(F)F)OC)=O)=O 2-((2-((4-(4-((2-(2,6-dioxopiperidin-3-yl)-1,3-dioxoisoindolin-5-yl)methyl)piperazin-1-yl)-2-methoxyphenyl)amino)-5-(trifluoromethyl)pyridin-4-yl)amino)-N-methylbenzamide